1-benzyl-4-(5-chloro-2-thienyl)piperidine-4-carboxamide tert-butyl-4-[[2-fluoro-6-methoxy-4-(4,4,5,5-tetramethyl-1,3,2-dioxaborolan-2-yl)phenyl]methyl]piperidine-1-carboxylate C(C)(C)(C)OC(=O)N1CCC(CC1)CC1=C(C=C(C=C1OC)B1OC(C(O1)(C)C)(C)C)F.C(C1=CC=CC=C1)N1CCC(CC1)(C(=O)N)C=1SC(=CC1)Cl